FC1=CC=C(CN2C(SC(C2=O)=CC2=CC=C(C=C2)COC=2C=CC3=C(B(OC3)O)C2)=O)C=C1 3-(4-fluorobenzyl)-5-(4-(((1-hydroxy-1,3-dihydrobenzo[c][1,2]oxaborol-6-yl)oxy)methyl)benzylidene)thiazolidine-2,4-dione